NCCCCCCNCC=1NC2=CC=CC=C2C1C1N(C(C2=CC=C(C=C12)O)=O)C 3-(2-{[(6-aminohexyl)amino]methyl}-1H-indol-3-yl)-5-hydroxy-2-methyl-2,3-dihydro-1H-isoindol-1-one